FC1=C(C=C(C=C1)CC(=O)O)[C@@H](CN[C@H](C1=CC=CC=C1)[C@H]1CNC2=C(N1)N=CC(=C2)F)C |o1:11| 2-(4-fluoro-3-((S or R)-1-(((R)-((R)-7-fluoro-1,2,3,4-tetrahydropyrido[2,3-b]pyrazin-3-yl)(phenyl)methyl)amino)propan-2-yl)phenyl)acetic acid